Methyl-(2-amino-2-methylpropyl) (1-(4-fluoro-3-(trifluoromethoxy)phenyl)cyclopropyl)-Carbamat FC1=C(C=C(C=C1)C1(CC1)NC(OC(C(C)(C)N)C)=O)OC(F)(F)F